BrCC=1CCN(CC1)C(=O)OCC1=CC=CC=C1 benzyl 4-(bromomethyl)-3,6-dihydropyridine-1(2H)-carboxylate